ClC=1C=C(C=C(C1C)C1=C(C=CC=C1)C)N1C=2C=CC(=CC2C=2C3=C(C(=CC12)C1=C(C=CC=C1C)C)C=CC=C3)C3=C(C=CC=C3C)C 7-(5-chloro-2',6-dimethyl-[1,1'-biphenyl]-3-yl)-5,10-bis(2,6-dimethylphenyl)-7H-benzo[c]carbazole